C(C=CCCCCCCCCCCCCCCCCC)(=O)O 17Z-eicosenoic acid